C(C)(C)(C)[C@@](C(=O)O)([C@@H](OC)[C@H]1N(CCC1)C(=O)OC(C)(C)C)C (S)-tert-butyl-(2R,3R)-3-((S)-1-(tert-butoxycarbonyl)pyrrolidin-2-yl)-3-methoxy-2-methylpropanoic acid